2-(4-(2-fluoro-4-hydroxy-3-isopropylbenzyl)-3-methyl-5-(prop-1-en-2-yl)phenoxy)-N,N-dimethylacetamide FC1=C(CC2=C(C=C(OCC(=O)N(C)C)C=C2C(=C)C)C)C=CC(=C1C(C)C)O